C1(CCC(CC1)C1OCCN1CCO)C1OCCN1CCO (±)-2,2'-(cyclohexane-1,4-diylbis(oxazolidine-2,3-diyl))bis(ethan-1-ol)